[Cl-].NCCC1=CC=C(C=C1)O tyramine chloride salt